tert-butyl 4-(4-ethenyl-8-fluoro-6-{8-fluoro-2-methylimidazo[1,2-a]pyridin-6-yl}-1-oxoisoquinolin-2-yl)piperidine-1-carboxylate C(=C)C1=CN(C(C2=C(C=C(C=C12)C=1C=C(C=2N(C1)C=C(N2)C)F)F)=O)C2CCN(CC2)C(=O)OC(C)(C)C